Ethyl 5-(4-fluorophenyl)-7-phenylpyrazolo[1,5-a]pyrimidine-2-carboxylate FC1=CC=C(C=C1)C1=NC=2N(C(=C1)C1=CC=CC=C1)N=C(C2)C(=O)OCC